C1(CC1)C1=CC(=NC=2N1C(=C(N2)C2=C(C=C(C=C2)[C@@H]2[C@@H](C2)C(=O)O)F)F)C(=O)N2[C@@H](C1=CC=CC=C1CC2)C cis-2-(4-{5-cyclopropyl-3-fluoro-7-[(1R)-1-methyl-1,2,3,4-tetrahydroisoquinoline-2-carbonyl]imidazo[1,2-a]pyrimidin-2-yl}-3-fluorophenyl)cyclopropane-1-carboxylic acid